7-(3-benzylaminopropoxy)-3-acetylcoumarin oxime C(C1=CC=CC=C1)NCCCOC1=CC=C2C=C(C(OC2=C1)=NO)C(C)=O